CC1(OCCN(C1)C1=CC=C(C=C1)N1N=CC2=CC(=C(C(=C12)F)O)F)C 1-(4-(2,2-Dimethylmorpholino)phenyl)-5,7-difluoro-1H-indazol-6-ol